N-(4-bromo-2-fluorophenyl)-6-methoxy-7-[2-(1H-1,2,3-triazol-1-yl)-ethoxy]-quinazolin-4-amine BrC1=CC(=C(C=C1)NC1=NC=NC2=CC(=C(C=C12)OC)OCCN1N=NC=C1)F